C1(CCCC1)NC(COC1=C(C=C(C=C1)OC)C=O)=O N-CYCLOPENTYL-2-(2-FORMYL-4-METHOXYPHENOXY)ACETAMIDE